[Tl].[In] indium-thallium